N-(3-chlorophenyl)-2,3,6,6-tetramethyl-4-oxo-2,4,5,6,7,8-hexahydropyrrolo[3,4-c]azepine-1-carboxamide ClC=1C=C(C=CC1)NC(=O)C=1N(C(=C2C(NC(CCC21)(C)C)=O)C)C